(S)-2-(9H-carbazol-9-yl)propionic acid methyl ester COC([C@H](C)N1C2=CC=CC=C2C=2C=CC=CC12)=O